C(#N)C=1C=NC2=CC(=C(C=C2C1N1CC(C1)CCNC(OC(C)(C)C)=O)OC)OC tert-butyl 2-(1-(3-cyano-6,7-dimethoxyquinolin-4-yl)azetidin-3-yl)ethylcarbamate